C(CCCCCCCCCCCCCCCCC)C(C(C(O)(CCCCCCCCCCCCCCCCCC)CCCCCCCCCCCCCCCCCC)O)(O)CCCCCCCCCCCCCCCCCC tetrastearyl-glycerol